C(CCC)C(CC(=O)N)(CC(=O)N)CCCC dibutyl-glutaramide